C(CC=CCCCCCCCC)=O 3-Dodecenal